4,4-Bis(4-hydroxyphenyl)heptane trans-isopropyl-N-[4-[5-[4-(benzylcarbamoylamino)-2-(tert-butylsulfamoyl)phenyl]-4-fluoro-thiazol-2-yl]cyclohexyl]carbamate C(C)(C)OC(N[C@@H]1CC[C@H](CC1)C=1SC(=C(N1)F)C1=C(C=C(C=C1)NC(NCC1=CC=CC=C1)=O)S(NC(C)(C)C)(=O)=O)=O.OC1=CC=C(C=C1)C(CCC)(CCC)C1=CC=C(C=C1)O